(S)-7-chloro-6-fluoro-1,2,3,4-tetrahydronaphthalen-2-amine phosphate P(=O)(O)(O)O.ClC1=C(C=C2CC[C@@H](CC2=C1)N)F